C(C)(C)(C)OC(=O)O[C@@H]1[C@H]([C@H](N(C1)C(=O)OC(C)(C)C)CC1=CC=C(C=C1)OC)OC(NCCCN(CCCC)CCCC)=O tert-butyl (2R,3S,4S)-4-[(tert-butoxycarbonyl)oxy]-3-({[3-(dibutylamino)propyl]carbamoyl}oxy)-2-[(4-methoxyphenyl)methyl]pyrrolidine-1-carboxylate